ClCCCl 1-chloro-2-chloroethane